ClC1=C(C=CC(=C1)Cl)C1=CC=C(S1)CC(=O)NCCN1CCOCC1 2-(5-(2,4-Dichlorophenyl)thiophen-2-yl)-N-(2-morpholinoethyl)acetamid